C12CN(CC2C1)C1=NC2=C(C=C(C=C2C(N1C)=O)C)C(C)NC1=C(C(=O)O)C=CC(=C1)C#N 2-((1-(2-(3-azabicyclo[3.1.0]hexan-3-yl)-3,6-dimethyl-4-oxo-3,4-dihydro-quinazolin-8-yl)ethyl)amino)-4-cyanobenzoic acid